7-chloro-5-cyclobutylpyrazolo[1,5-a]pyrimidine ClC1=CC(=NC=2N1N=CC2)C2CCC2